1-(3-(pyridin-4-yl)-6-(3,3,3-trifluoropropyl)pyrazin-2-yl)piperidine-4-carboxylic acid N1=CC=C(C=C1)C=1C(=NC(=CN1)CCC(F)(F)F)N1CCC(CC1)C(=O)O